5-fluoro-2-methoxypyrimidin FC=1C=NC(=NC1)OC